5-(4-((5-cyclopropyl-3-ethyl-8-fluoro-2,4-dioxo-1,2,3,4-tetrahydroquinazolin-7-yl)methyl)piperazin-1-yl)-N,6-dimethylpyridineamide C1(CC1)C1=C2C(N(C(NC2=C(C(=C1)CN1CCN(CC1)C=1C=CC(=NC1C)C(=O)NC)F)=O)CC)=O